ClC1=C(C=C2C=C(N=CC2=C1)NC(=O)[C@@H]1[C@@H]([C@H]1C=1C=NN(C1)C)C)N1CC[NH+](CC1)[C@@]1(COCC1)C (1R,2R,3R)-N-[7-chloro-6-[4-((S)-3-methyltetrahydrofuran-3-yl)piperazin-4-ium-1-yl]-3-isoquinolyl]-2-methyl-3-(1-methylpyrazol-4-yl)cyclopropanecarboxamide